C(CCC)OCCOCCOC=C(C)C1=CC=C(C=C1)C(=COCCOCCOCCCC)C 1,4-bis(1-(2-(2-butoxyethoxy)ethoxy)prop-1-en-2-yl)benzene